OCCCNC(=O)NC=1C=C(C=CC1)C[C@H](C(=O)O)[C@@H]1CNCC1 (2S)-3-[3-(3-Hydroxy-propylcarbamoyl-amino)phenyl]-2-[(3R)-pyrrolidin-3-yl]propanoic acid